3-(bis(tert-butoxycarbonyl)amino)bicyclo[1.1.1]pentane-1-carboxylic acid methyl ester COC(=O)C12CC(C1)(C2)N(C(=O)OC(C)(C)C)C(=O)OC(C)(C)C